[Na+].N(C1=CC=CC=C1)C1=CC=C(C=C1)N=NC1=CC=C(C=C1)S(=O)(=O)[O-] 4-[(4-anilinophenyl)-azo]-benzenesulfonic acid sodium salt